O(C1=CC=CC=C1)CCN(CCC(C(=O)O)NC1=NC=NC=C1C1=CC=CC=C1)CCCCC1=NC=2NCCCC2C=C1 4-((2-phenoxyethyl)(4-(5,6,7,8-tetrahydro-1,8-naphthyridin-2-yl)butyl)amino)-2-((5-phenylpyrimidin-4-yl)amino)butanoic acid